ethyl 1-(4-chlorophenyl)-5-(4-fluorophenoxy)-4-oxo-cinnoline-3-carboxylate ClC1=CC=C(C=C1)N1N=C(C(C2=C(C=CC=C12)OC1=CC=C(C=C1)F)=O)C(=O)OCC